2-methyl-N-(4-(pyrrolidin-1-ylmethyl)thiazol-2-yl)-5-(3-(trifluoromethyl)phenyl)furan-3-carboxamide CC=1OC(=CC1C(=O)NC=1SC=C(N1)CN1CCCC1)C1=CC(=CC=C1)C(F)(F)F